3-(4-benzyloxy-3-methyl-2-oxo-benzimidazol-1-yl)-1-[(4-methoxyphenyl)methyl]piperidine-2,6-dione C(C1=CC=CC=C1)OC1=CC=CC=2N(C(N(C21)C)=O)C2C(N(C(CC2)=O)CC2=CC=C(C=C2)OC)=O